Oxazolidine-3-carboxylic acid tert-butyl ester C(C)(C)(C)OC(=O)N1COCC1